N-(3-(2-(4-(2,3-dichlorophenyl)piperazin-1-yl)ethyl)cyclobutyl)-4-methylisothiazole-5-carboxamide ClC1=C(C=CC=C1Cl)N1CCN(CC1)CCC1CC(C1)NC(=O)C1=C(C=NS1)C